C1(=CC=C(C=C1)C1=NC(=NC(=N1)C=1C=CC2=C(OC3=C2C=CC(=C3)Cl)C1)C1=C(C(=C(C(=C1[2H])[2H])[2H])[2H])[2H])C1=CC=CC=C1 2-([1,1'-biphenyl]-4-yl)-4-(7-chlorodibenzo[b,d]furan-3-yl)-6-(phenyl-d5)-1,3,5-triazine